[Cl-].[Cl-].C[Si](=[Zr+2](C1C=CC=2CCCCC12)C1C=CC=2CCCCC12)C dimethylsilylenebis(4,5,6,7-tetrahydroindenyl)zirconium dichloride